C(#N)C=1C=CC(=C2C=NN(C12)C)OC1CCC(CC1)NC(OC(C)(C)C)=O tert-butyl N-((1r,4r)-4-((7-cyano-1-methyl-1H-indazol-4-yl)oxy)cyclohexyl)carbamate